PHOSPHORYLCHOLIN P(=O)#C[N+](CCO)(C)C